ClC1=C(C=CC2=C1N(C=N2)CCC[C@H]2NCCC[C@@H]2O)C(F)(F)F (2R,3S)-2-(3-(7-chloro-6-(trifluoromethyl)-1H-benzo[d]imidazol-1-yl)propyl)piperidin-3-ol